(R)-1-(1-(5-(3,3-Difluoropiperidin-1-yl)pyridin-2-yl)-2-hydroxyethyl)-3-(2-ethynylthiazol-4-yl)urea FC1(CN(CCC1)C=1C=CC(=NC1)[C@H](CO)NC(=O)NC=1N=C(SC1)C#C)F